ClC1=C(C=CC(=C1)C(=O)N1[C@H]([C@@H](N(CC1)C1=CC(=CC=C1)Cl)C)C)[S@](=O)CC(=O)C=1C=NC=CC1 |&1:24| (±)-2-((2-Chloro-4-(4-(3-chlorophenyl)-trans-2,3-dimethylpiperazine-1-carbonyl)phenyl)sulfinyl)-1-(pyridin-3-yl)ethan-1-one